3-phenoxybenzeneboronic acid O(C1=CC=CC=C1)C=1C=C(C=CC1)B(O)O